NCCC(=O)N1N=C(CC1C1=CC=C(C=C1)F)C=1C(NC2=CC=C(C=C2C1C1=CC=CC=C1)Cl)=O 3-[2-(3-aminopropanoyl)-3-(4-fluorophenyl)-3,4-dihydropyrazol-5-yl]-6-chloro-4-phenyl-1H-quinolin-2-one